i-butyl-aniline Isopropyl-(3-(3-(2-methoxypyridin-3-yl)pyrazolo[1,5-a]pyrimidin-5-yl)propyl)(methyl)carbamate C(C)(C)OC(N(C)CCCC1=NC=2N(C=C1)N=CC2C=2C(=NC=CC2)OC)=O.C(C(C)C)NC2=CC=CC=C2